4-(1-Pyrrolidinyl)Pyridine N1(CCCC1)C1=CC=NC=C1